2-((3-azido-1,1-difluoropropyl)sulfonyl)pyridine N(=[N+]=[N-])CCC(F)(F)S(=O)(=O)C1=NC=CC=C1